1-[3-bromo-5-(2-hydroxyethylamino)phenyl]-3-(3,5-dichloro-2-hydroxymethylphenyl)urea BrC=1C=C(C=C(C1)NCCO)NC(=O)NC1=C(C(=CC(=C1)Cl)Cl)CO